benzyl 4-hydroxy-5,6-dimethylbenzofuran-7-carboxylate OC1=C(C(=C(C2=C1C=CO2)C(=O)OCC2=CC=CC=C2)C)C